ClC1=C(C=C(OCC(=O)NC23CC(C2)(C3)NC3=NC(=CN=C3)OC)C=C1)F 2-(4-chloro-3-fluorophenoxy)-N-{3-[(6-methoxypyrazin-2-yl)amino]bicyclo[1.1.1]pent-1-yl}acetamide